OC=1C(NC2=CC=CC=C2C1)=O 3-hydroxyquinolin-2-one